FC(C(=O)Cl)(C(C(C(C(C(C(C(F)(F)F)(F)F)(F)F)(F)F)(F)F)(F)F)(F)F)F Perfluorononanoyl chloride